NP(=O)(N)Cl diaminophosphoryl chloride